7-Methyl-6,7,8,9-tetrahydro-5H-oxazolo[4',5':4,5]benzo[1,2-d]azepine CN1CCC2=C(CC1)C=C1C(=C2)OC=N1